ClC1=C(C(=CC=C1Cl)OC)[C@H]1C[C@H](NC1)C(C)=O 1-[(2S,4R)-4-(2,3-dichloro-6-methoxyphenyl)pyrrolidin-2-yl]ethanone